(R)-2-(3-(1-hydroxy-1-(4-methyl-4H-1,2,4-triazol-3-yl)propyl)phenyl)-6-(((1-methylcyclobutyl)amino)methyl)-4-(trifluoromethyl)isoindolin-1-one O[C@@](CC)(C1=NN=CN1C)C=1C=C(C=CC1)N1C(C2=CC(=CC(=C2C1)C(F)(F)F)CNC1(CCC1)C)=O